BrC1=C(C(=CC(=C1)Br)C1SC2C(=N1)C=CC=C2)O 2,4-dibromo-6-(2,7a-dihydrobenzo[d]thiazol-2-yl)phenol